(2-(4-(3-(piperidin-1-yl)propoxy)phenyl)thiazol-5-yl)methanamine hydrochloride Cl.N1(CCCCC1)CCCOC1=CC=C(C=C1)C=1SC(=CN1)CN